4-[([4-[1-methyl-4-(trifluoromethyl)-1H-imidazol-2-yl]phenyl]methyl)amino]-2-[2-(propan-2-yl)phenyl]pyrimidin CN1C(=NC(=C1)C(F)(F)F)C1=CC=C(C=C1)CNC1=NC(=NC=C1)C1=C(C=CC=C1)C(C)C